ClC=1C=CC=C2C=C(NC12)C(=O)N[C@H](C(=O)N[C@H](C(=O)OC)CC1C(NC2(CC2)CC1)=O)CC1CC1 methyl (2S)-2-[[(2S)-2-[(7-chloro-1H-indole-2-carbonyl)amino]-3-cyclopropyl-propanoyl]amino]-3-(5-oxo-4-azaspiro[2.5]octan-6-yl)propanoate